COC1=CC=C(CN2S(C=3N([C@H](C2)C(=O)O)C(C=C(C3C3=CC(=CC=C3)C(F)(F)F)CC3=CC=CC2=CC=CC=C32)=O)(=O)=O)C=C1 |r| Racemic-2-(4-methoxybenzyl)-8-(naphthalen-1-ylmethyl)-6-oxo-9-(3-(trifluoromethyl)phenyl)-3,4-dihydro-2H,6H-pyrido[1,2-e][1,2,5]thiadiazine-4-carboxylic acid 1,1-dioxide